ClC1=CC(=C2C(=N1)N(N=N2)[C@H]2[C@@H]([C@@H]([C@H](O2)COCP(O)(O)=O)O)O)NC2CCCC2 ((((2R,3S,4R,5R)-5-(5-chloro-7-(cyclopentylamino)-3H-[1,2,3]-triazolo[4,5-b]pyridin-3-yl)-3,4-dihydroxytetrahydrofuran-2-yl)methoxy)methyl)phosphonic acid